monosodium glycin NCC(=O)O.[Na]